(S)-2-(1-(ethylsulfonyl)-3-(4-(7-(2-(4-isobutylphenyl)propanoyl)-7H-pyrrolo[2,3-d]pyrimidin-4-yl)-1H-pyrazol-1-yl)azetidin-3-yl)acetonitrile C(C)S(=O)(=O)N1CC(C1)(N1N=CC(=C1)C=1C2=C(N=CN1)N(C=C2)C([C@@H](C)C2=CC=C(C=C2)CC(C)C)=O)CC#N